ethyl 2-amino-4-fluoro-6-methoxycarbonylcinnamate NC1=C(C=CC(=O)OCC)C(=CC(=C1)F)C(=O)OC